4-(4-ethynylphenyl)-1-(methylsulfonyl)piperidine C(#C)C1=CC=C(C=C1)C1CCN(CC1)S(=O)(=O)C